1,1-dimethyl-sulfonylurea CS(=O)(=O)N(C(=O)N)S(=O)(=O)C